((2-bromo-6-methylphenyl)amino)-3-((6-methoxy-2-methyl-1,2,3,4-tetrahydroisoquinolin-7-yl)amino)-1,2,4-triazine-6-carboxamide BrC1=C(C(=CC=C1)C)NC=1N=C(N=NC1C(=O)N)NC1=C(C=C2CCN(CC2=C1)C)OC